N1(CCCCC1)NC(=O)C=1N=C(N(C1CC)C1=CC=C(C=C1)C#CCCCO[N+](=O)[O-])C1=C(C=C(C=C1)Cl)Cl 2-(2,4-Dichloro-phenyl)-5-ethyl-1-[4-(5-nitrooxy-pent-1-ynyl)-phenyl]-1H-imidazole-4-carboxylic acid piperidin-1-ylamide